2-(4-(aminomethyl)-2-fluorophenyl)-N-(3-(diethylamino)propyl)benzo[d]imidazo[2,1-b]thiazole NCC1=CC(=C(C=C1)C=1N(C2SC3=C(N2C1)C=CC=C3)CCCN(CC)CC)F